(3aR,6aS)-2-(5-bicyclo[2.2.2]oct-2-enylmethyl)-5-[[6-(1,3-dimethylpyrazol-4-yl)pyridazin-3-yl]oxymethyl]-3,3a,4,5,6,6a-hexahydro-1H-cyclopenta[c]pyrrole C12C=CC(C(C1)CN1C[C@@H]3[C@H](C1)CC(C3)COC=3N=NC(=CC3)C=3C(=NN(C3)C)C)CC2